choline alanine salt N[C@@H](C)C(=O)[O-].OCC[N+](C)(C)C